3-(dimethoxymethyl)phenol COC(C=1C=C(C=CC1)O)OC